COC=1C=C(CN(C2=CC(=NC=C2)CN2C(CNCC2)=O)CC2=CC=C(C=C2)N2CCOCC2)C=CC1 1-((4-((3-methoxybenzyl)(4-morpholinobenzyl)amino)pyridin-2-yl)methyl)piperazin-2-one